1-(5-chloro-7-{[(furan-2-yl)methyl]amino}-3-methylthieno[3,2-b]pyridin-2-yl)ethan-1-ol ClC1=CC(=C2C(=N1)C(=C(S2)C(C)O)C)NCC=2OC=CC2